(2RS)-2-(6-aminoindazol-2-yl)-2-phenyl-N-thiazol-2-yl-acetamide NC=1C=CC2=CN(N=C2C1)[C@@H](C(=O)NC=1SC=CN1)C1=CC=CC=C1 |r|